C1(=CC(=CC(=C1)CNCC=1SC=CC1)CNCC=1SC=CC1)C1=CC(=CC(=C1)CNCC=1SC=CC1)CNCC=1SC=CC1 1,1',1'',1'''-([1,1'-biphenyl]-3,3',5,5'-tetrayl)tetrakis(N-(thiophen-2-ylmethyl)methanamine)